ethyl 7-[1-(tert-butoxycarbonyl)-4-hydroxypiperidin-4-yl]-2-(4-phenoxyphenyl)-4,5,6,7-tetrahydro-2H-pyrazolo[4,3-b]pyridine-3-carboxylate C(C)(C)(C)OC(=O)N1CCC(CC1)(O)C1C=2C(NCC1)=C(N(N2)C2=CC=C(C=C2)OC2=CC=CC=C2)C(=O)OCC